F[C@H]1C[C@H](N2N=C(N=C21)C(=O)[C@@]2(COCC2)C)C2=CC=CC=C2 |r| [rac-(5S,7S)-7-fluoro-5-phenyl-6,7-dihydro-5H-pyrrolo[1,2-b][1,2,4]triazol-2-yl]-[rac-(3S)-3-methyltetrahydrofuran-3-yl]methanone